COC(=O)C1=CN(C(C(=C1)C(NC)=O)=O)CC1=CC(=CC=C1)C(C)=O 1-(3-Acetylbenzyl)-5-(methylcarbamoyl)-6-oxo-1,6-dihydropyridine-3-carboxylic acid methyl ester